N-(((Cyclohexylmethyl)(methyl)amino)(4-fluorophenyl)((2,4,4-trimethylpentan-2-yl)imino)-λ6-sulfaneylidene)-4-nitrobenzenesulfonamide C1(CCCCC1)CN(C)S(=NS(=O)(=O)C1=CC=C(C=C1)[N+](=O)[O-])(=NC(C)(CC(C)(C)C)C)C1=CC=C(C=C1)F